(E)-4-dimethylaminocrotonic acid hydrochloride Cl.CN(C/C=C/C(=O)O)C